COC1=NC2=CC=CC=C2C=C1NC1=NC(=NC=C1)NC1=CC(=C(C=C1)OC1CC(C1)N(C)C)OC 4-(2-methoxy-3-quinolylamino)-2-{3-methoxy-4-[(1r,3r)-3-(dimethylamino)cyclobutoxy]phenylamino}pyrimidine